5-chloro-2-(isobutyryl-oxy)-3-((phenethyl-imino)methyl)phenyl nicotinate C(C1=CN=CC=C1)(=O)OC1=C(C(=CC(=C1)Cl)C=NCCC1=CC=CC=C1)OC(C(C)C)=O